FC(C=1C=C(C(=O)Cl)C=C(C1)C(F)(F)F)(F)F 3,5-bis(trifluoro-methyl)benzoyl chloride